FC(OC1=CC=C(C=C1)C(=O)N1CCC(CC1)C1=C2C(=NC=C1)NC(=N2)C(F)(F)F)(F)F [4-(Trifluoromethoxy)phenyl]-[4-[2-(trifluoromethyl)-3H-imidazo[4,5-b]pyridin-7-yl]-1-piperidyl]methanone